OCCN(CCO)CCCCCCO[Si](OC(CCCCCCC\C=C/CCCCCCCC)OC=1C=C2CCC(OC2=C(C1C)C)(CC\C=C(\CC\C=C(\CCC=C(C)C)/C)/C)C)(C)C (Z)-3-(2-hydroxyethyl)-11,11-dimethyl-13-((2,7,8-trimethyl-2-((3E,7E)-4,8,12-trimethyltrideca-3,7,11-trien-1-yl)chroman-6-yl)oxy)-10,12-dioxa-3-aza-11-silatriacont-21-en-1-ol